O=C1NC(CCC1N1C(C2=CC=C(C=C2C1=O)N1CC(C1)N1CCC2(CC1)CCN(CC2)C2=C(C=C(C(=C2)OC)[N+](=O)[O-])C)=O)=O 2-(2,6-Dioxopiperidin-3-yl)-5-(3-(9-(5-methoxy-2-methyl-4-nitrophenyl)-3,9-diazaspiro[5.5]undecan-3-yl)azetidin-1-yl)isoindoline-1,3-dione